COC1=CC=C(C=C1)N1C2=CC=C(C=C2C=2C=C(C=CC12)C(CC)=O)C(CC)=O 1,1'-(9-(4-methoxyphenyl)-carbazole-3,6-diyl)bis(propan-1-one)